(R)-4-phenoxy-dinaphtho[2,1-d:1',2'-f][1,3,2]dioxaphosphepin O(C1=CC=CC=C1)P1OC2=C(C3=C(O1)C=CC=1C=CC=CC13)C1=CC=CC=C1C=C2